C1=CC(=CC=C1N=NC2=CC(=C(C=C2)N=NC3=C(C=C4C=C(C=CC4=C3O)NC(=O)NC5=CC6=CC(=C(C(=C6C=C5)O)N=NC7=C(C=C(C=C7)N=NC8=CC=C(C=C8)S(=O)(=O)[O-])S(=O)(=O)[O-])S(=O)(=O)[O-])S(=O)(=O)[O-])S(=O)(=O)[O-])S(=O)(=O)[O-] The molecule is an organosulfonate oxoanion obtained by deprotonation of the sulfonic acid groups of Sirius red F3B (acid form). It is a conjugate base of a Sirius red F3B (acid form).